1-(3-cyano-4-isobutoxy-phenyl)-imidazole-4-carboxylic acid ethyl ester C(C)OC(=O)C=1N=CN(C1)C1=CC(=C(C=C1)OCC(C)C)C#N